N[C@@H]1C2=CC=CC=C2CC12CCN(CC2)C=2NC(C1=C(N2)NN=C1C1(CC1)C=1C=NC=CC1)=O (S)-6-(1-amino-1,3-dihydrospiro[indene-2,4'-piperidin]-1'-yl)-3-(1-(pyridin-3-yl)cyclopropyl)-1,5-dihydro-4H-pyrazolo[3,4-d]pyrimidin-4-one